C(C)O/C=C/C=1C(=NC=C(C1)C1=NN=C(N1)C(F)(F)F)C (E)-3-(2-ethoxyvinyl)-2-methyl-5-(5-(trifluoromethyl)-4H-1,2,4-triazol-3-yl)pyridine